CC1=C(C=C(C(=O)O)C=C1)NC1=NC=CC(=N1)C=1C=NC=CC1 4-methyl-3-[[4-(3-pyridinyl)-2-pyrimidinyl]amino]benzoic acid